N-(1-methyl-3-(trifluoromethyl)-1H-pyrazol-4-yl)-2-(1H-pyrazol-4-yl)thiazole-4-carboxamide trifluoroacetate FC(C(=O)O)(F)F.CN1N=C(C(=C1)NC(=O)C=1N=C(SC1)C=1C=NNC1)C(F)(F)F